Ethyl propionate hydrochloride Cl.C(CC)(=O)OCC